CN1C=2C=CC=NC2C=C(C1=O)C 5,7-dimethyl-6-oxo-5,6-dihydro-1,5-naphthyridine